C(=O)O.COC1=C(C=CC(=C1)C(F)(F)F)C1=C2C(=C(N=N1)N[C@H]1CN(CCC1)C)N(N=C2)C 4-[2-methoxy-4-(trifluoromethyl)phenyl]-1-methyl-N-[(3R)-1-methylpiperidin-3-yl]-1H-pyrazolo[3,4-d]pyridazin-7-amine formate